C(C1=CC=CC=C1)OC(=O)N[C@@H]1CN([C@H](C=CC1)C)C(=O)O (3S,7S)-3-(((benzyloxy)carbonyl)amino)-7-methyl-2,3,4,7-tetrahydro-1H-azepine-1-carboxylic acid